BrC1=CC=C(C=C1)S(=O)(=O)NC(\C=C\CCCC)B1OC(CN(CC(O1)=O)C)=O (E)-4-bromo-N-(1-(6-methyl-4,8-dioxo-1,3,6,2-dioxazaborocan-2-yl)hept-2-en-1-yl)benzenesulfonamide